5,6-difluoro-3-(1-methylpyrrolidin-3-yl)-1H-indole FC=1C=C2C(=CNC2=CC1F)C1CN(CC1)C